1-(4-methoxybenzyl)-3-(6-(2-phenylpyrrolidine-1-carbonyl)spiro[3.3]hept-2-yl)urea COC1=CC=C(CNC(=O)NC2CC3(C2)CC(C3)C(=O)N3C(CCC3)C3=CC=CC=C3)C=C1